6,7-dibromo-5,8-dioxo-2,3-dihydro-1H-pyrazolo[1,2-a]pyridazine-2-carboxylic acid tert-butyl ester C(C)(C)(C)OC(=O)C1CN2N(C(C(=C(C2=O)Br)Br)=O)C1